4-(5-(3,5-dichlorophenyl)-5-(trifluoromethyl)-4,5-dihydroisoxazol-3-yl)-N-(1,3-diphenyl-1H-pyrazol-5-yl)-2-methylbenzamide ClC=1C=C(C=C(C1)Cl)C1(CC(=NO1)C1=CC(=C(C(=O)NC2=CC(=NN2C2=CC=CC=C2)C2=CC=CC=C2)C=C1)C)C(F)(F)F